ClC=1C=C2C(=NC(=NC2=C(C1C=1C(=CC=C2C=NNC12)F)F)OC[C@H]1N(CCC1)C)N1CC2(CN(C2)C(C=C)=O)CC1 1-(6-(6-chloro-8-fluoro-7-(6-fluoro-1H-indazol-7-yl)-2-(((S)-1-methylpyrrolidin-2-yl)methoxy)quinazolin-4-yl)-2,6-diazaspiro[3.4]octan-2-yl)prop-2-en-1-one